3-[3-(benzotriazole-2-yl)-5-tert-butyl-4-hydroxy-phenyl]propionic acid N=1N(N=C2C1C=CC=C2)C=2C=C(C=C(C2O)C(C)(C)C)CCC(=O)O